3-(4-(2-(2,6-Dioxopiperidin-3-yl)-6-fluoro-1,3-dioxoisoindolin-5-yl)piperazin-1-yl)propanoic acid O=C1NC(CCC1N1C(C2=CC(=C(C=C2C1=O)N1CCN(CC1)CCC(=O)O)F)=O)=O